C[Si](CCOCN1C=CC2=CC3=C(OCCCN3)N=C21)(C)C 7-{[2-(trimethylsilyl)ethoxy]methyl}-1,3,4,7-tetrahydro-2H-pyrrolo[3',2':5,6]pyrido[2,3-b][1,4]oxazepine